BrCC1=C(C=CC=C1)\C(\C(=O)OC)=N/OC (E)-methyl 2-(2'-bromomethylphenyl)-methoxyiminoacetate